N-[(2-fluorophenyl)(8-hydroxy-5-nitroquinolin-7-yl)methyl]pentanamide FC1=C(C=CC=C1)C(NC(CCCC)=O)C1=CC(=C2C=CC=NC2=C1O)[N+](=O)[O-]